propanediol itaconate C(C(=C)CC(=O)O)(=O)O.C(CC)(O)O